ClC=1C(=NC(=NC1)NC1=C(C=C2CCN(CC2=C1)C)OC)N1CCCC2=CC=CC=C12 N-(5-chloro-4-(3,4-dihydroquinolin-1(2H)-yl)pyrimidin-2-yl)-6-methoxy-2-methyl-1,2,3,4-tetrahydroisoquinolin-7-amine